P(OC1=CC=C(C=C1)CCCCCCCCC)(OCC(CCCC)CC)=O.[Co+2] cobalt (II) p-nonylphenyl (2-ethylhexyl) phosphonate